FC=1C=CC=NC1C(F)(F)F 5-fluoro-6-(trifluoro-methyl)pyridin